CC1C(CCC1)N1C(C2(C3=C1N=C(N=C3)NC3CCN(CC3)S(=O)(=O)N3CCN(CC3)C(=O)OC(C)(C)C)CC2)=O Tert-butyl 4-{4-[7'-(2-methylcyclopentyl)-6'-oxospiro[cyclopropane-1,5'-pyrrolo[2,3-d]pyrimidin]-2'-ylamino]piperidin-1-ylsulfonyl}piperazine-1-carboxylate